1,3-bis(isocyanatomethyl)-benzene N(=C=O)CC1=CC(=CC=C1)CN=C=O